NC([C@H](CCC(=O)OC(C)(C)C)N1C(C2=CC(=C(C(=C2C1)OCC=1CCN(CC1)C(=O)OCC1=CC=CC=C1)Br)F)=O)=O benzyl (S)-4-(((2-(1-amino-5-(tert-butoxy)-1,5-dioxo-pentan-2-yl)-5-bromo-6-fluoro-1-oxoisoindolin-4-yl) oxy) methyl)-3,6-dihydropyridine-1(2H)-carboxylate